5-(2-((5,6-dichloro-1-methyl-1H-benzo[d]imidazol-2-yl)oxy)ethyl)-N-hydroxyisoxazole-3-carboxamide ClC1=CC2=C(N(C(=N2)OCCC2=CC(=NO2)C(=O)NO)C)C=C1Cl